3-(3-chloro-4-fluorophenyl)-1-((5-(difluoromethyl)-4-(2-methoxyethyl)-1H-pyrazol-3-yl)methyl)-1-(6-methoxypyridin-3-yl)urea ClC=1C=C(C=CC1F)NC(N(C=1C=NC(=CC1)OC)CC1=NNC(=C1CCOC)C(F)F)=O